C(CCCC(=O)OCC(COC(CCCC(=O)OCC\C=C/CCCCC)=O)(COC(CCCC(=O)OCC\C=C/CCCCC)=O)CO)(=O)OCC\C=C/CCCCC O5-[2-(hydroxymethyl)-3-[5-[(Z)-non-3-enoxy]-5-oxo-pentanoyl]oxy-2-[[5-[(Z)-non-3-enoxy]-5-oxo-pentanoyl]oxymethyl]propyl] O1-[(Z)-non-3-enyl] pentanedioate